2-methyl-1'-(phenylmethyl)spiro[6H-cyclopenta[c]pyrazole-5,4'-piperidine]-4-one CN1N=C2C(=C1)C(C1(CCN(CC1)CC1=CC=CC=C1)C2)=O